(Z)-3-(2-((4-methoxyphenyl)sulfonyl)hydrazono)-2-methylazetidine-1-carboxylic acid tert-butyl ester C(C)(C)(C)OC(=O)N1C(\C(\C1)=N/NS(=O)(=O)C1=CC=C(C=C1)OC)C